3-amino-3-(4-boronophenyl)propionic acid NC(CC(=O)O)C1=CC=C(C=C1)B(O)O